ClC1=CC(=CC(=N1)N1CCN(CC1)S(=O)(=O)C1=CC=C(C=C1)I)C(C1=CC=CC=C1)(F)F 1-[6-chloro-4-[difluoro(phenyl)methyl]-2-pyridinyl]-4-(4-iodophenyl)sulfonyl-piperazine